2-fluoro-N-(8-methyl-1-isoquinolyl)-N-[(3R)-3-piperidyl]-4-[1-(trideuteriomethyl)triazol-4-yl]benzamide FC1=C(C(=O)N([C@H]2CNCCC2)C2=NC=CC3=CC=CC(=C23)C)C=CC(=C1)C=1N=NN(C1)C([2H])([2H])[2H]